N-(4-((benzyloxy)methyl)phenyl)-3-(5-chloro-6-(methylsulfonamido)pyrazin-2-yl)-4-methylbenzamide C(C1=CC=CC=C1)OCC1=CC=C(C=C1)NC(C1=CC(=C(C=C1)C)C1=NC(=C(N=C1)Cl)NS(=O)(=O)C)=O